ClC1=CC=C2C(=CNC2=C1)S(=O)(=O)NC1=C(C(=CC=C1)F)F 6-chloro-N-(2,3-difluorophenyl)-1H-indole-3-sulfonamide